C1(CC1)C=1C=C(OC=2C(=C(N=NC2)C)C(=O)NCC(F)C2=C(C=C(C=C2)Cl)Cl)C=CC1 5-(3-cyclopropylphenoxy)-N-[2-(2,4-dichlorophenyl)-2-fluoro-ethyl]-3-methyl-pyridazine-4-carboxamide